3-(4-(6-aminocaproyloxy)phenyl)propionic acid NCCCCCC(=O)OC1=CC=C(C=C1)CCC(=O)O